ClC=1C(=C(C=CC1)NC1=NC=NC2=CC(=C(C=C12)O)OC)F 4-((3-chloro-2-fluorophenyl)amino)-7-methoxyquinazolin-6-ol